3-(2-sulfamoylmethylaminoethyl)azetidine trifluoroacetate FC(C(=O)O)(F)F.S(N)(=O)(=O)CNCCC1CNC1